2-methyl-5-(5-methyl-2-piperidyl)pyridine CC1=NC=C(C=C1)C1NCC(CC1)C